COC1=CC=C(C=C1)C1(C)C(C=CC=C1)S(=O)(=O)O 1-(4-methoxyphenyl)-2-toluenesulfonic acid